1-pyridin-3-yl-ethylamine N1=CC(=CC=C1)C(C)N